CSC1=CC=C(C=C1)SC(P([O-])(=O)[O-])P(O)(=O)O.[Na+].[Na+] disodium [4-(methylthio) phenylthio]-methanebisphosphonate